6-isopropoxy-2-(tetrahydro-2H-pyran-2-yl)-2H-pyrazolo[3,4-b]pyridine-5-carboxylic acid pyrazolo[1,5-a]pyrimidin-3-yl ester N1=CC(=C2N1C=CC=N2)OC(=O)C2=CC=1C(N=C2OC(C)C)=NN(C1)C1OCCCC1